ClC1=C(C=C(C(=C1)F)N1C(N(C(=CC1=O)C(F)(F)F)C)=O)\C=N\OC(C(=O)OC)C methyl 2-[(E)-[2-chloro-4-fluoro-5-[3-methyl-2,6-dioxo-4-(trifluoromethyl)pyrimidin-1-yl]phenyl]methyleneamino]oxypropanoate